COC1=C(C=C(C(=C1)C)S(=O)C)CC(C)N 1-(2-methoxy-4-methyl-5-methylsulfinylphenyl)propan-2-amine